6-chloro-4-[(3R)-3-(dimethylamino)pyrrolidin-1-yl]-2-ethyl-N-{8-fluoro-2-methylimidazo[1,2-a]pyridin-6-yl}indazole-7-carboxamide ClC=1C=C(C2=CN(N=C2C1C(=O)NC=1C=C(C=2N(C1)C=C(N2)C)F)CC)N2C[C@@H](CC2)N(C)C